CC(C(=O)OCC)(CC)C ethyl 2,2-dimethylbutyrate